N-(1-(tert-butyl)-3-(3,3-difluorocyclobutyl)-4-methyl-1H-pyrazol-5-yl)-2-(1-(trifluoro-methyl)cyclopropyl)acetamide C(C)(C)(C)N1N=C(C(=C1NC(CC1(CC1)C(F)(F)F)=O)C)C1CC(C1)(F)F